FC1=C(C=CC=C1)N1CCN(CC1)C=1NC(C=2N(C1)C(=CC2)C)=O 3-[4-(2-fluoro-phenyl)-piperazin-1-yl]-6-methyl-2H-pyrrolo[1,2-a]pyrazin-1-one